ethyl 6-fluoro-4-carbonyl-1-(tetrahydrofuran-3-yl)-1,4-dihydroquinoline-2-carboxylate FC=1C=C2C(C=C(N(C2=CC1)C1COCC1)C(=O)OCC)=C=O